COCC[N+]1(CCCCC1)C 1-(2-methoxyethyl)-1-methylpiperidinium